O1C=NC(=C1)C=1C=CC(=NC1)CC=1OC=C(N1)C(=O)OCC ethyl 2-((5-(oxazol-4-yl)pyridin-2-yl)methyl)oxazole-4-carboxylate